FC(C(=O)NCC=1N=C(C=2N(C1)C=CN2)C2=CC=C(C=C2)C(F)(F)F)=C 2-Fluoro-N-((8-(4-(trifluoromethyl)phenyl)imidazo[1,2-a]pyrazin-6-yl)methyl)acrylamide